ONC(C1=CC=C(C=C1)NC1=NC2=C(N1CC1CCOCC1)C=CC=C2)=O N-hydroxy-4-((1-((tetrahydro-2H-pyran-4-yl)methyl)-1H-benzo[d]imidazol-2-yl)amino)benzamide